O1CCOC12CCC(CC2)=CC#N (1,4-dioxaspiro[4.5]dec-8-ylidene)acetonitrile